tert-Butyl 4-[4-[3-fluoro-4-[2-(5-fluoro-2-pyridyl)-2-hydroxy-propoxy]pyrazolo[1,5-a]pyridin-6-yl]-5-methyl-triazol-1-yl]piperidine-1-carboxylate FC=1C=NN2C1C(=CC(=C2)C=2N=NN(C2C)C2CCN(CC2)C(=O)OC(C)(C)C)OCC(C)(O)C2=NC=C(C=C2)F